C(C=C)(=O)OCCCCOC1=CC=C(C(=O)OC2=CC(=C(C=C2)OC(C2=CC=C(C=C2)OCCCCOC(C=C)=O)=O)C)C=C1 3-methyl-1,4-phenylene bis(4-(4-(acryloyloxy) butoxy) benzoate)